6-((1-(Cyclopropylsulfonyl)cyclopropyl)methyl)-1-(3-hydroxypropyl)-7-oxo-4,5,6,7-tetrahydro-1H-pyrazolo[3,4-c]pyridine-3-carboxylic acid C1(CC1)S(=O)(=O)C1(CC1)CN1C(C2=C(CC1)C(=NN2CCCO)C(=O)O)=O